[K].ClC1=CC(=C(C(=N1)OC)C=1C=NN(C1)C1OCCCC1)F 6-chloro-4-fluoro-2-methoxy-3-[1-(oxan-2-yl)pyrazol-4-yl]pyridine potassium